FC1=CC=C2C(=NC=NC2=C1)C1(CC1)C(=O)O 1-(7-fluoroquinazolin-4-yl)cyclopropane-1-carboxylic acid